FC=1C(=C(C=CC1F)[C@H]1[C@@H](S[C@](C1)(C(F)(F)F)C)C(=O)O)OC |r| rac-(2R,3S,5R)-3-(3,4-difluoro-2-methoxyphenyl)-5-methyl-5-(trifluoromethyl)-tetrahydrothiophene-2-carboxylic acid